O=C1NC(CCC1N1C(C2=CC=C(C=C2C1)CNC(=O)NC1=C(C=CC(=C1)OC)O)=O)=O 1-[[2-(2,6-dioxo-3-piperidyl)-1-oxo-isoindolin-5-yl]methyl]-3-(2-hydroxy-5-methoxy-phenyl)urea